C(C)C1(C(O[C@@H](C1)CCN1CC2(C1)CN(C2)C2=CC=CC=C2)=O)CC (S)-3,3-Diethyl-5-(2-(6-phenyl-2,6-diazaspiro[3.3]heptan-2-yl)ethyl)dihydrofuran-2(3H)-on